ethyl 2-(2-ethoxy-6-fluorophenyl)-2,2-difluoroacetate C(C)OC1=C(C(=CC=C1)F)C(C(=O)OCC)(F)F